NC1=NC=C(C=C1C(=O)N[C@H]1COC[C@@H]1OCC1=CC=C(C=C1)Br)C=1C(=NN(C1)C)C 2-amino-N-{(3S,4R)-4-[(4-bromophenyl)methoxy]oxolan-3-yl}-5-(1,3-dimethyl-1H-pyrazol-4-yl)pyridine-3-carboxamide